N[C@H]1CS(C2=C(N(C1=O)CC1=CC=C(C=C1)OC(COC)(C)C)C=C(C(=C2)F)C2=NOC(=N2)C(C)(S(=O)(=O)C)C)(=O)=O (3R)-3-amino-8-fluoro-5-[[4-(2-methoxy-1,1-dimethyl-ethoxy)phenyl]methyl]-7-[5-(1-methyl-1-methylsulfonyl-ethyl)-1,2,4-oxadiazol-3-yl]-1,1-dioxo-2,3-dihydro-1λ6,5-benzothiazepine-4-One